O=C(CCCCCCCC(=O)O)CCCCCCCCC 9-ketostearic acid